5,7-difluoro-4-methoxy-1H-indole-2-carboxamide FC=1C(=C2C=C(NC2=C(C1)F)C(=O)N)OC